3-benzyl-1,6-dimethyl-4-phenyl-1,2,3,4-tetrahydroquinoline C(C1=CC=CC=C1)C1CN(C2=CC=C(C=C2C1C1=CC=CC=C1)C)C